(4-hydroxybenzyl)-7-(1-methylpiperidin-4-yl)-5,7-diazaspiro[2.5]octan-6-one OC1=CC=C(CC2CC23CNC(N(C3)C3CCN(CC3)C)=O)C=C1